CC(C(C=CN1CCOCC1)=O)C 4-methyl-1-(4-morpholinyl)-1-penten-3-one